6-methylpyridin-3-yl (5R)-3,3-difluoro-5-(2-oxopyrrolidin-1-yl)piperidine-1-carboxylate FC1(CN(C[C@@H](C1)N1C(CCC1)=O)C(=O)OC=1C=NC(=CC1)C)F